N(=[N+]=[N-])CCOCCOCCC1(C(C(=O)N)C=C(C=C1)S(=O)(=O)CC(CCCOC)O)C(F)(F)F 2-(2-(2-(2-azidoethoxy)ethoxy)ethyl)-5-((2-hydroxy-5-methoxypentyl)sulfonyl)-2-(trifluoromethyl)benzamide